ClC1=CC2=C(C(=CS2)S(=O)(=O)NC2=C(C=C(C(=C2)F)OCC#N)F)C=C1 6-chloro-N-[4-(cyanomethoxy)-2,5-difluorophenyl]-1-benzothiophene-3-sulfonamide